ClC1=NC(=NC=C1)C1C(C1)(F)F 4-chloro-2-(2,2-difluorocyclopropyl)pyrimidine